C1(=CC=CC=C1)N1CC(CC1)NC(OC(C)(C)C)=O tert-butyl (1-phenylpyrrolidin-3-yl)carbamate